CN1CCN(CC1)C1=C(C=C(C=C1)[N+](=O)[O-])NC1=NC=CC=N1 N-(2-(4-methylpiperazin-1-yl)-5-nitrophenyl)pyrimidin-2-amine